bis(methacryloyl)zinc C(C(=C)C)(=O)[Zn]C(C(=C)C)=O